4-(2-hydroxy-prop-2-yl)phenol OC(C)(C)C1=CC=C(C=C1)O